tert-Butyl 5-(5-((7-cyclobutoxy-4-oxo-3,4-dihydrophthalazin-1-yl)methyl)-2-fluorobenzoyl)hexahydropyrrolo[3,4-c]pyrrole-2(1H)-carboxylate C1(CCC1)OC1=CC=C2C(NN=C(C2=C1)CC=1C=CC(=C(C(=O)N2CC3C(C2)CN(C3)C(=O)OC(C)(C)C)C1)F)=O